3-fluoro-4-hydroxy-5,13,17-triazatetracyclo[8.7.0.02,7.011,16]heptadeca-1(10),2(7),3,5,11(16)-pentaen-12-one FC=1C=2C=3NC=4CCNC(C4C3CCC2C=NC1O)=O